N[C@H]1CC=CC[C@@H]1C1=C(C2=NC(=CC(=C2S1)NCC=1SC=CC1)Cl)C 2-((1S,6S)-6-aminocyclohex-3-en-1-yl)-5-chloro-3-methyl-N-(thiophen-2-ylmethyl)thieno[3,2-b]pyridin-7-amine